4'-(Piperazin-1-yl)-2'-((tetrahydro-1H-pyrrolizin-7a(5H)-yl)methoxy)-3,4,5',8'-tetrahydro-2H,6'H-spiro[naphthalene-1,7'-quinazolin]-7-ol N1(CCNCC1)C1=NC(=NC=2CC3(CCC12)CCCC1=CC=C(C=C13)O)OCC13CCCN3CCC1